δ-tetradecanolactone C1(CCC(CCCCCCCCCC)O1)=O